1-[(4R,5R,7R,8R)-8-hydroxy-7-(hydroxymethyl)-1,6-dioxaspiro[3.4]octan-5-yl]pyrimidine-2,4(1H,3H)-dione O[C@@H]1[C@H](O[C@H]([C@@]12CCO2)N2C(NC(C=C2)=O)=O)CO